C(CCCCC)OC[C@H](CO)O (S)-3-(hexyloxy)propane-1,2-diol